ClC1=CC=C2C(=N1)NC=C2S(=O)(=O)NC2=CC=C(C=C2)C#C 6-chloro-N-(4-ethynylphenyl)-1H-pyrrolo[2,3-b]pyridine-3-sulfonamide